trans-8-(4-((5-Isopropoxypyridin-2-yl)oxy)-3-ethoxypiperidin-1-yl)-5-methyl-6-oxo-5,6-dihydro-1,5-naphthyridin-2-carbonitril C(C)(C)OC=1C=CC(=NC1)O[C@H]1[C@@H](CN(CC1)C1=CC(N(C=2C=CC(=NC12)C#N)C)=O)OCC